BrC1=C2CN(C(C2=CC=C1CN1CCN(CC1)C1CCN(CC1)C=1C(=CC2=C(C(C=3NC4=CC(=CC=C4C3C2=O)C=O)(C)C)C1)CC)=O)C1C(NC(CC1)=O)=O 8-(4-(4-((4-Bromo-2-(2,6-dioxopiperidin-3-yl)-1-oxoisoindolin-5-yl)methyl)piperazine-1-yl)piperidin-1-yl)-9-ethyl-6,6-dimethyl-11-oxo-6,11-dihydro-5H-benzo[b]carbazole-3-Formaldehyde